(R)-5-(Azetidin-2-ylmethoxy)-2-methyl-N-(1-(quinolin-5-yl)cyclopropyl)benzamide N1[C@H](CC1)COC=1C=CC(=C(C(=O)NC2(CC2)C2=C3C=CC=NC3=CC=C2)C1)C